C(CCCCCCC)C(C(=O)[O-])(C(=O)[O-])CCCCCCCC.[Li+].[Na+] sodium lithium 2,2-dioctylpropanedioate